C=1(C(=CC=C2C=CC=CC12)O)C1=CC=CC2=CC=CC=C12 [1,1'-binaphthyl]-2-ol